METHYL-NAPHTHALENE CC1=CC=CC2=CC=CC=C12